4-(1,4-oxazepan-4-yl)quinazolin O1CCN(CCC1)C1=NC=NC2=CC=CC=C12